C1=NC(=CC2=CC=CC=C12)C1=NOC(C1)C(=O)N[C@@H](CC(C)C)B(O)O ((1R)-1-(3-(isoquinolin-3-yl)-4,5-dihydroisoxazole-5-carboxamido)-3-methylbutyl)boronic acid